C(CCCC)S(=O)(=O)CCCCC diamyl sulfone